ClC1=CC=C(C=C1)C1=C(C(N(N=C1)C=1C=NC=NC1)=O)C(=O)O (4-chlorophenyl)-3-oxo-2-(pyrimidin-5-yl)-2,3-dihydropyridazine-4-carboxylic acid